1-oxo-4-hydroxymethyl-1-phospha-2,6,7-trioxabicyclo[2.2.2]octane O=P12OCC(CO1)(CO2)CO